(S)-3-(benzo[d][1,3]dioxol-4-yloxy)-3-(5-bromothiophen-2-yl)-N-(2-methoxyethyl)propan-1-amine O1COC2=C1C=CC=C2O[C@@H](CCNCCOC)C=2SC(=CC2)Br